CC=1C=C(C=C(C1)C)NC(=O)NC1CN(C1)C1=CC=C(C=C1)C1C(NC(CC1)=O)=O 1-(3,5-dimethylphenyl)-3-(1-(4-(2,6-dioxopiperidin-3-yl)phenyl)azetidin-3-yl)urea